6-chloro-5-[4-[2-(isopropylamino)-2-oxo-ethyl]piperazin-1-yl]-N-methyl-7-(trifluoromethyl)thieno[3,2-b]pyridine-3-carboxamide ClC=1C(=C2C(=NC1N1CCN(CC1)CC(=O)NC(C)C)C(=CS2)C(=O)NC)C(F)(F)F